C(C)N[C@@H]1CN(CC1)C(=O)C=1C=NC(=CC1C)C(F)(F)F 3-((S)-3-(ethylamino)pyrrolidine-1-carbonyl)-4-methyl-6-(trifluoromethyl)pyridin